1-(3-(2-bromo-5-chlorophenyl)propyl)-4-methyl-1H-1,2,3-triazole BrC1=C(C=C(C=C1)Cl)CCCN1N=NC(=C1)C